COC(=O)C=1NC=C(C(C1)=O)C(NCC1=C(C=C(C=C1)F)F)=O 5-((2,4-difluorobenzyl)carbamoyl)-4-oxo-1,4-dihydropyridine-2-carboxylic acid methyl ester